CC=1N=C(NC1)CN(CCCCN)C1CCCC=2C=CC=NC12 N1-(4-methyl-1H-imidazol-2-ylmethyl)-N1-(5,6,7,8-tetrahydro-quinolin-8-yl)-butane-1,4-diamine